C(C)(CC)C=1C(=NC=CC1)C1=NC=CC=C1Br 3-sec-butyl-3'-bromo-2,2'-bipyridine